ClC=1C(=C(C=CC1)C1(NC=NC2=C(C(=CC=C12)C)N)N)F 4-(3-chloro-2-fluorophenyl)-7-methylquinazoline-4,8-diamine